(2S,4R)-4-((tert-Butyldimethylsilyl)oxy)pyrrolidine-1,2-dicarboxylic acid 1-tert-butyl 2-methyl ester COC(=O)[C@H]1N(C[C@@H](C1)O[Si](C)(C)C(C)(C)C)C(=O)OC(C)(C)C